C1=CC=C2C=3C(CC4N(C13)CCN(C4)CCCCO)=CN2 4-(4,6,6a,7,9,10-hexahydro-8H-pyrazino[1,2-a]pyrrolo[4,3,2-de]quinolin-8-yl)-1-butanol